C(C(=C)C)(=O)O.C(C(=C)C)(=O)O.C=CCC butene dimethacrylate